5-((bis((pivaloyloxy)methoxy)phosphoryl)difluoromethyl)-1H-indole-2-carboxylic acid C(C(C)(C)C)(=O)OCOP(=O)(OCOC(C(C)(C)C)=O)C(C=1C=C2C=C(NC2=CC1)C(=O)O)(F)F